NCC=1C=NC(=NC1)C1=C(C=C(C#N)C=C1)OC1=C(N=NC(=C1)N1CCCC1)C 4-[5-(aminomethyl)pyrimidin-2-yl]-3-(3-methyl-6-pyrrolidin-1-ylpyridazin-4-yl)oxybenzonitrile